C(C)(C)C(=C(C(=O)OC)C(C)C)C1=CC=CC=C1 methyl diiso-propylcinnamate